3-(3-chloro-5-(4,4,5,5-tetramethyl-1,3,2-dioxaborolan-2-yl)phenyl)thiomorpholine 1,1-dioxide ClC=1C=C(C=C(C1)B1OC(C(O1)(C)C)(C)C)C1NCCS(C1)(=O)=O